ClC1=CC=C(OCC=2N=NN(C2)CC2=CC=C(C=C2)NC(C(CC(C)C)C(NO)=O)=O)C=C1 N-[4-[[4-[(4-Chlorophenoxy)methyl]triazol-1-yl]methyl]phenyl]-2-(hydroxycarbamoyl)-4-methyl-pentanamide